tributyltin trilaurate C(CCCCCCCCCCC)(=O)[O-].C(CCCCCCCCCCC)(=O)[O-].C(CCCCCCCCCCC)(=O)[O-].C(CCC)[Sn+3](CCCC)CCCC